ClC1=NC=C(C(=N1)N1CC(CCC1)C(F)(F)F)Cl 2,5-dichloro-4-[3-(trifluoromethyl)-1-piperidyl]pyrimidine